3-(6-amino-1-methyl-1H-indazol-3-yl)piperidine-2,6-dione hydrochloride Cl.NC1=CC=C2C(=NN(C2=C1)C)C1C(NC(CC1)=O)=O